tert-butyl-(R)-4-(4-(2-(2-aminothiazol-4-yl)pyrrolidin-1-yl)-3-fluorophenoxy)piperidine C(C)(C)(C)N1CCC(CC1)OC1=CC(=C(C=C1)N1[C@H](CCC1)C=1N=C(SC1)N)F